ClC1=NC(=C2N=CN(C2=N1)[C@@H]1SC[C@H]([C@H]1O)O)N[C@@H]1CCC2=CC(=CC=C12)Br (2R,3R,4S)-2-[2-chloro-6-[[(1R)-5-bromoindan-1-yl]amino]purin-9-yl]tetrahydrothiophene-3,4-diol